4-methyl-N-(4-methyl-3-(pyridin-4-yl)-1H-pyrazol-5-yl)pentanamide CC(CCC(=O)NC1=C(C(=NN1)C1=CC=NC=C1)C)C